[Cl-].C(CCCCCC\C=C/CCCCCCCC)C1[NH2+]CCN1CCO 2-[8(Z)-heptadecenyl]-3-hydroxyethyl-imidazolinium chloride